5-(2,8-dimethylimidazo[1,2-a]pyridin-6-yl)-7-fluoro-2-(4-piperidyl)indazole CC=1N=C2N(C=C(C=C2C)C2=CC3=CN(N=C3C(=C2)F)C2CCNCC2)C1